Cl.C1(=CC(=CC=C1)CNCCCNCCCN)CNCCCNCCCN N1,N1'-(1,3-phenylenebis(methylene))bis(N3-(3-aminopropyl)propane-1,3-diamine), hydrochloride salt